1-(((1-Aminoisoquinolin-5-yl)amino)methyl)-N-(2,3-dihydrobenzofuran-3-yl)-4-(((1,6-dimethyl-2-oxo-1,2-dihydropyridin-4-yl)oxy)methyl)-N-methyl-2-azabicyclo[2.1.1]hexane-2-carboxamide NC1=NC=CC2=C(C=CC=C12)NCC12N(CC(C1)(C2)COC2=CC(N(C(=C2)C)C)=O)C(=O)N(C)C2COC1=C2C=CC=C1